N-oxetylpiperazine O1C(C=C1)N1CCNCC1